pentane-1,1,1,2,2-pentamine C(C(CCC)(N)N)(N)(N)N